2-(1-(4-amino-3-(3-chloro-2-fluoro-4-methoxyphenyl)-1H-pyrazolo[3,4-d]pyrimidin-1-yl)ethyl)-3-phenylquinazolin-4(3H)-one NC1=C2C(=NC=N1)N(N=C2C2=C(C(=C(C=C2)OC)Cl)F)C(C)C2=NC1=CC=CC=C1C(N2C2=CC=CC=C2)=O